Cl.COC(=O)C1=CC2=CC=CC=C2C=C1O[C@@H](CN)CC (R)-3-((1-aminobutane-2-yl)oxy)-2-naphthoic acid methyl ester hydrochloride